dihydroisoquinoline-3-carboxylic acid C1NC(=CC2=CC=CC=C12)C(=O)O